3-(3,4-difluorophenoxy)azetidine hydrochloride tert-Butyl-3-(3,4-difluorophenoxy)azetidine-1-carboxylate C(C)(C)(C)OC(=O)N1CC(C1)OC1=CC(=C(C=C1)F)F.Cl.FC=1C=C(OC2CNC2)C=CC1F